2-amino-3,5-dichloropyridine NC1=NC=C(C=C1Cl)Cl